(3-(3,5-bis(trifluoromethyl)phenyl)-1H-1,2,4-triazol-1-yl)-2-(pyrimidin-5-yl)propenecarboxylic acid FC(C=1C=C(C=C(C1)C(F)(F)F)C1=NN(C=N1)C(=C(C)C=1C=NC=NC1)C(=O)O)(F)F